1-(4-biphenyloxy)-2-phenoxyethane C1(=CC=C(C=C1)OCCOC1=CC=CC=C1)C1=CC=CC=C1